[Ge].[Pb].CC(CCO)C 3-methylbutan-1-ol lead germanium